4-(8-(1-propenoylpyrrolidin-3-yl)quinazolin-6-yl)-N-phenylbenzamide C(C=C)(=O)N1CC(CC1)C=1C=C(C=C2C=NC=NC12)C1=CC=C(C(=O)NC2=CC=CC=C2)C=C1